O=C1NC(CCC1N1C(N(C2=C1C=C(C(=C2)N2[C@H](CN(CC2)CC(=O)O)C)F)C)=O)=O 2-[(3S)-4-[1-(2,6-dioxo-3-piperidyl)-6-fluoro-3-methyl-2-oxo-benzimidazol-5-yl]-3-methyl-piperazin-1-yl]acetic acid